(((1R,5S)-8-ethyl-8-azabicyclo[3.2.1]oct-3-yl)oxy)-2-fluorobenzaldehyde C(C)N1[C@H]2CC(C[C@@H]1CC2)OC=2C(=C(C=O)C=CC2)F